CN(CCCC(=O)OC(CCCCCCCC(=O)O[C@@H]1[C@@]2(CC[C@H](C1)C2(C)C)C)CCCCCCCC(=O)O[C@@H]2[C@@]1(CC[C@H](C2)C1(C)C)C)C bis((1R,2S,4R)-1,7,7-trimethylbicyclo[2.2.1]heptan-2-yl) 9-((4-(dimethylamino)butanoyl)oxy)heptadecanedioate